bis-(2,3-epoxycyclohexyl) ether C1(C2C(CCC1)O2)OC2C1C(CCC2)O1